3-methyl-1H-indazole CC1=NNC2=CC=CC=C12